(Z)-2-(2,6-dioxopiperidin-3-yl)-4-((2-(4-(2-(4-(1-(4-hydroxyphenyl)-2-phenylbut-1-en-1-yl)phenoxy)ethyl)piperazin-1-yl)ethyl)amino)isoindoline-1,3-dione O=C1NC(CCC1N1C(C2=CC=CC(=C2C1=O)NCCN1CCN(CC1)CCOC1=CC=C(C=C1)\C(=C(\CC)/C1=CC=CC=C1)\C1=CC=C(C=C1)O)=O)=O